1-[4-[(4,5-dichloro-2-hydroxyphenyl)methyl]piperazin-1-yl]ethan-1-one rhodium [Rh].ClC1=CC(=C(C=C1Cl)CN1CCN(CC1)C(C)=O)O